S1C(=CC=C1)C(=O)NCCCN1CC2=CC=CC=C2CC1 2-(3-(Thiophene-2-carboxamido)-propyl)-1,2,3,4-tetrahydroisoquinoline